5-(Benzyloxy)-2-(tert-butoxycarbonyl)-1,2,3,4-tetrahydroisoquinoline-8-carboxylic acid C(C1=CC=CC=C1)OC1=C2CCN(CC2=C(C=C1)C(=O)O)C(=O)OC(C)(C)C